N-(6-chloro-3-pyridylmethyl)-N-ethyl-N'-methyl-2-nitroethylenediamine ClC1=CC=C(C=N1)CN(CC(NC)[N+](=O)[O-])CC